C(#C)C1CCN(CC1)CC(=O)O 2-(4-ethynylpiperidin-1-yl)acetic acid